CC=1C(=CNC1C=1SC=CN1)S(=O)(=O)O 4-methyl-5-(thiazol-2-yl)-1H-pyrrol-3-sulfonic acid